NC1=C(C(=O)NCC2=CC=C(C=C2)N2C(=NC=3C2=NC(=CC3)C3=CC=CC=C3)C=3C(=NC=CC3)N)C=C(C(=C1)O)C=O 2-amino-N-(4-(2-(2-aminopyridin-3-yl)-5-phenyl-3H-imidazo[4,5-b]pyridin-3-yl)benzyl)-5-formyl-4-hydroxybenzamide